C(C(C(CC(=O)[O-])C(=O)[O-])C(=O)[O-])C(=O)OC methyl 1,2,3,4-butanetetracarboxylate